NC\C=C(\CN1N=NC2=C1C=C(C=C2C=2C=C(C=CC2F)C(C)=O)C(F)(F)F)/F (Z)-1-(3-(1-(4-amino-2-fluorobut-2-en-1-yl)-6-(trifluoromethyl)-1H-benzo[d][1,2,3]triazol-4-yl)-4-fluorophenyl)ethan-1-one